NCCOCCOCC1=CC=C(C=C1)C1=NN(C(=C1CCC1=CC=C(C=C1)F)O)C1=NC2=C(N1)C=CC(=C2)Cl 3-(4-{[2-(2-aminoethoxy)ethoxy]methyl}phenyl)-1-(5-chloro-1H-1,3-benzodiazol-2-yl)-4-[2-(4-fluorophenyl)ethyl]-1H-pyrazol-5-ol